benzyl (R)-2-(((benzyloxy)carbonyl)amino)-3-(7-methoxythieno[3,2-b]pyridine-2-carboxamido)propanoate C(C1=CC=CC=C1)OC(=O)N[C@@H](C(=O)OCC1=CC=CC=C1)CNC(=O)C1=CC2=NC=CC(=C2S1)OC